[Fe+2].[Ru+] ruthenium (i) iron